FC1=C(C=CC=C1)CC1=CC2=C(C=N1)C(CN2C(CN2[C@H](CN[C@@H](C2)C)COC)=O)(C)C 1-{6-[(2-Fluorophenyl)-methyl]-3,3-dimethyl-1H,2H,3H-pyrrolo[3,2-c]pyridin-1-yl}-2-[(2R,5R)-2-(methoxymethyl)-5-methylpiperazin-1-yl]-ethan-1-one